NC1=C2C(=NC=N1)N(N=C2C2=CC=C(C=C2)OC2=CC=CC=C2)CCN(C(C2=C(C(=C(C(=C2F)F)F)F)S(N(C)C)(=O)=O)=O)C N-(2-(4-amino-3-(4-phenoxyphenyl)-1H-pyrazolo[3,4-d]pyrimidin-1-yl)ethyl)-2-(N,N-dimethylsulfamoyl)-3,4,5,6-tetrafluoro-N-methylbenzamide